FC(C1=CC=C(C=N1)COC1CN(C1)C=O)(F)F [3-[[6-(trifluoromethyl)-3-pyridinyl]methoxy]azetidin-1-yl]methanone